(R)-4-([1,1'-biphenyl]-4-yl)-2-((3-fluoropyrrolidin-1-yl)methyl)pyridine C1(=CC=C(C=C1)C1=CC(=NC=C1)CN1C[C@@H](CC1)F)C1=CC=CC=C1